NC1=C(C(=NN1C1CCC2(COC2)CC1)C1=CC=C(C=C1)CNC(C1=C(C=CC=C1)OC)=O)C(=O)N 5-amino-3-[4-[[(2-methoxybenzoyl)amino]methyl]phenyl]-1-(2-oxaspiro[3.5]nonan-7-yl)pyrazole-4-carboxamide